N1=C(C=CC=C1)CC(=O)NC=1N=NC(=CC1)N1CC(CC1)C=1SC(=NN1)NC(CC1=CC(=CC=C1)OC(F)(F)F)=O 2-(pyridin-2-yl)-N-(6-(3-(5-(2-(3-(trifluoromethoxy)phenyl)acetylamino)-1,3,4-thiadiazol-2-yl)pyrrolidin-1-yl)pyridazin-3-yl)acetamide